6-methoxy-4-(1,3-oxazol-2-yl)-1,6-dihydropyrimidin-2-amine COC1C=C(N=C(N1)N)C=1OC=CN1